1-vinyl-3-butyl-imidazole chloride salt [Cl-].C(=C)N1CN(C=C1)CCCC